(S)-3-(4-Amino-1-oxo-1,3-dihydro-2H-isoindol-2-yl)piperidine-2,6-dione NC1=C2CN(C(C2=CC=C1)=O)[C@@H]1C(NC(CC1)=O)=O